3,5-bis[(fluorosulfonyl)oxy]phenylsulfamoyl fluoride FS(=O)(=O)OC=1C=C(C=C(C1)OS(=O)(=O)F)NS(=O)(=O)F